ClC1=NC(=C(C=C1N)N)OC 2-chloro-3,5-diamino-6-methoxypyridine